4-cyclopentyl-2-methoxy-1H-imidazole C1(CCCC1)C=1N=C(NC1)OC